C[C@](N)([C@@H](C)CC)C(=O)O α-methyl-L-isoleucine